C1(CC1)C1=C(C(=NO1)C1=C(C=NC=C1Cl)Cl)CP(OCC)(OCC)=O diethyl ((5-cyclopropyl-3-(3,5-dichloropyridin-4-yl)isoxazol-4-yl)methyl)phosphonate